tetrakis-dimethylaminotin CN(C)[Sn](N(C)C)(N(C)C)N(C)C